F[C@H]1CN(CC[C@@H]1NC(=O)C1=CC(=CC=2N(C=NC21)CC(F)(F)F)C#CCNC2=C(C=C(C=C2)S(=O)(=O)C)OC)C2CCOCC2 N-[(3S,4S)-3-Fluoro-1-tetrahydropyran-4-yl-4-piperidyl]-6-[3-(2-methoxy-4-methylsulfonyl-anilino)prop-1-ynyl]-1-(2,2,2-trifluoroethyl)benzimidazole-4-carboxamide